C(#N)C1=C(C=C(C=C1)N1[C@H](O[C@@H](C1)COC1=CC=C(CNC(OC(C)(C)C)=O)C=C1)C(F)(F)F)C(F)(F)F t-butyl (4-(((2R,5S)-3-(4-cyano-3-(trifluoromethyl)phenyl)-2-(trifluoromethyl)oxazolidin-5-yl)methoxy)benzyl)carbamate